N-(4-(cis-bicyclo[3.1.0]hexan-3-yloxy)-3,5-difluorophenyl)-2-(3,3-bis(methoxymethyl)azetidin-1-yl)-5-(2,2,2-trifluoroethyl)oxazole-4-carboxamide C12CC(CC2C1)OC1=C(C=C(C=C1F)NC(=O)C=1N=C(OC1CC(F)(F)F)N1CC(C1)(COC)COC)F